4-(Dimethylamino)-7-(trifluoromethyl)-1-((1-((2-(trimethylsilyl)ethoxy)methyl)-1H-imidazol-4-yl)methyl)quinazolin-2(1H)-one CN(C1=NC(N(C2=CC(=CC=C12)C(F)(F)F)CC=1N=CN(C1)COCC[Si](C)(C)C)=O)C